NC=1C(=C2COC(C2=CC1)=O)OC 5-amino-4-methoxyisobenzofuran-1(3H)-one